FC(C1=NN=C(O1)C1=CC(=C(CN2N=C(N=N2)C=2C=C3C=CC(=NC3=CC2)NC)C=C1F)F)F 6-(2-(4-(5-(Difluoromethyl)-1,3,4-oxadiazol-2-yl)-2,5-difluorobenzyl)-2H-tetrazol-5-yl)-N-methylquinolin-2-amine